C(C)(C)(C)[C@@H]1CC=2C=C3C(=NC2CC1)SC(=C3)C(=O)N[C@H](CC[NH+]3CCC(CC3)(C)O)C3=CC=C(C=C3)C3=CNC(C=C3)=O |r| rac-(6S)-6-tert-butyl-N-[rac-(1R)-3-(4-hydroxy-4-methyl-piperidin-1-ium-1-yl)-1-[4-(6-oxo-1H-pyridin-3-yl)phenyl]propyl]-5,6,7,8-tetrahydrothieno[2,3-b]quinoline-2-carboxamide